IC=1C=CC=C2CCNC(C12)C 8-iodo-1-methyl-1,2,3,4-tetrahydroisoquinoline